((S)-1-(5-methyl-4,5,6,7-tetrahydropyrazolo[1,5-a]pyrazin-2-yl)ethyl)-4-azaspiro[2.5]octane-7-carboxamide CN1CC=2N(CC1)N=C(C2)[C@@H](C)C2CC21NCCC(C1)C(=O)N